5-Chloro-N-[4-[(6,7-dimethoxy-1,5-naphthyridin-4-yl)oxy]-3-fluorophenyl]-1-(4-fluorophenyl)-4,6-dimethyl-2-oxopyridine-3-carboxamide ClC=1C(=C(C(N(C1C)C1=CC=C(C=C1)F)=O)C(=O)NC1=CC(=C(C=C1)OC1=CC=NC2=CC(=C(N=C12)OC)OC)F)C